C(=C)C1=CC=C(C=C1)S(=O)(=O)O p-vinylbenzenesulfonic acid